F[C@@H]\1[C@H]2CC[C@@H](C/C1=C/C=1N=CC(=NC1)C1=C(C=C(C=C1)N1C=NC=C1)O)N2 2-(5-((Z)-((1R,2S,5S)-2-fluoro-8-azabicyclo[3.2.1]octan-3-ylidene)methyl)pyrazin-2-yl)-5-(1H-imidazol-1-yl)phenol